FC1CC12CC(C2)CN (1-fluorospiro[2.3]hex-5-yl)methylamine